L-1-ethyl-3-(3-dimethylaminopropyl)carbodiimide hydrochloride Cl.C(C)N=C=NCCCN(C)C